(5-(4-fluorophenyl)-1,3,4-thiadiazole-2-yl)methylamine FC1=CC=C(C=C1)C1=NN=C(S1)CN